M-vinylbenzyl chloride C(=C)C=1C=C(CCl)C=CC1